CN(C(COC1=CC(=CC=2N(C=NC21)CC2OCC2)C(=O)O)=O)C.OCCONC(C2=CC=CC=C2)=O N-(2-hydroxyethoxy)benzamide 4-(2-(dimethylamino)-2-oxoethoxy)-1-(oxetan-2-ylmethyl)-1H-benzo[d]imidazole-6-carboxylate